2,4,6-tris(5-bromothiophene-2-yl)-1,3,5-triazine BrC1=CC=C(S1)C1=NC(=NC(=N1)C=1SC(=CC1)Br)C=1SC(=CC1)Br